NC1=C2C([C@@]3([C@@](OC4=C3C=CC(=C4)C4CC4)(C2=CC=C1)O)NC(C)=O)=O N-((4bS,9bS)-1-amino-7-cyclopropyl-4b-hydroxy-10-oxo-4b,10-dihydro-9bH-indeno[1,2-b]benzofuran-9b-yl)acetamide